1-Morpholin-4-yl-benzo[f]chromen-3-one N1(CCOCC1)C1=CC(OC=2C=CC3=C(C12)C=CC=C3)=O